C(NC(C=C)=O)NC(C=C)=O N,N'-Methylen-bisacrylamid